2-dicyclohexylphosphino-2',6'-bis(N,N-dimethylamino)-1,1-biphenyl C1(CCCCC1)P(C1=C(C=CC=C1)C1=C(C=CC=C1N(C)C)N(C)C)C1CCCCC1